1-(4-aminophenyl)cyclobutane-1-carbonitrile NC1=CC=C(C=C1)C1(CCC1)C#N